C(#N)N1CC(N(CC1)C(=O)C1=NN(C=2C3=C(CCC12)C=C(C(=C3)C=3C=C(C=NC3)C(=O)N)OC)C3=CC(=CC(=C3)Cl)Cl)C 5-[3-(4-cyano-2-methyl-piperazine-1-carbonyl)-1-(3,5-dichlorophenyl)-7-methoxy-4,5-dihydrobenzo[g]indazol-8-yl]pyridine-3-carboxamide